(R)-piperazine-2-methanol N1[C@H](CNCC1)CO